1-tert-butyl 2-methyl (2S,4S)-4-[(tert-butyldimethylsilyl)oxy]-2-[2-(chloromethyl)prop-2-en-1-yl]pyrrolidine-1,2-dicarboxylate [Si](C)(C)(C(C)(C)C)O[C@H]1C[C@](N(C1)C(=O)OC(C)(C)C)(C(=O)OC)CC(=C)CCl